C(C)OCC1=C(C(=C(C=C1)O)COCC)COCC tris(ethoxymethyl)phenol